ClC=1C=C2C(=NC(=NC2=C(C1C1=C2C=NNC2=CC=C1C)F)OCCN(C)C)N1CC(N(CC1)C(C=C)=O)C 1-(4-(6-chloro-2-(2-(dimethylamino)ethoxy)-8-fluoro-7-(5-methyl-1H-indazol-4-yl)quinazolin-4-yl)-2-methylpiperazin-1-yl)prop-2-en-1-one